chlorodi(thiophen-3-yl)phosphine ClP(C1=CSC=C1)C1=CSC=C1